C(CCC)C1(N(S(C2=C(N(C1)C1=CC=CC=C1)C=C(C(=C2)CSCC(=O)OCC)SC)(=O)=O)CC2=CC=C(C=C2)OC)C Ethyl 2-(((3-butyl-2-(4-methoxybenzyl)-3-methyl-7-(methylthio)-1,1-dioxido-5-phenyl-2,3,4,5-tetrahydro-1,2,5-benzothiadiazepin-8-yl)methyl)thio)acetate